N[C@@H]1[C@H]([C@@H]2CC[C@H](C1)N2C=2N(C(C1=C(N2)NC=C1C1=C(C2=CN(N=C2C=C1)C)Cl)=O)C)F 2-((1S,2R,3S,5R)-3-amino-2-fluoro-8-azabicyclo[3.2.1]oct-8-yl)-5-(4-chloro-2-methyl-2H-indazol-5-yl)-3-methyl-3,7-dihydro-4H-pyrrolo[2,3-d]pyrimidin-4-one